(methyl-d3)urethane C([2H])([2H])([2H])NC(=O)OCC